4-methylpiperazine-1-sulfonyl chloride CN1CCN(CC1)S(=O)(=O)Cl